FC1(CCN(CCC1)C1=C(C(=O)[O-])C=CC(=N1)C(F)(F)F)F 2-(4,4-difluoroazepane-1-yl)-6-(trifluoromethyl)nicotinate